CC=1C(=C2C=NNC2=CC1)C=1C=CC2=C(N(C=N2)C2CN(CC2)C(C=C)=O)C1 1-(3-(6-(5-methyl-1H-indazol-4-yl)-1H-benzo[d]imidazol-1-yl)pyrrolidin-1-yl)prop-2-en-1-one